1-[2-(azepan-1-yl)ethyl]-6-methoxy-3,4-dihydro-quinolin-2(1H)-one N1(CCCCCC1)CCN1C(CCC2=CC(=CC=C12)OC)=O